N-(1-(7-Methoxyquinolin-5-yl)cyclopropyl)-2-methyl-5-((1-methylazetidin-2-yl)methoxy)benzamide COC1=CC(=C2C=CC=NC2=C1)C1(CC1)NC(C1=C(C=CC(=C1)OCC1N(CC1)C)C)=O